ethyl 2-bromo-3-chloro-5-fluoroisonicotinate BrC=1C(=C(C(=O)OCC)C(=CN1)F)Cl